P(=O)(O)(O)O.S(SSSN=C=O)N=C=O tetrathioisocyanate phosphate